NC1=NC(=CC2=C1N=C(N2C)CCCO)N(C)CC2=CC(=CC=C2)OC 3-(4-amino-6-((3-methoxybenzyl)(methyl)amino)-1-methyl-1H-imidazo[4,5-c]pyridin-2-yl)propan-1-ol